C(#N)C1=CC(=C(COC2=CC=CC(=N2)C2=CC(=C(CC=3N(C4=CC(=CC=C4C3)C(=O)O)C3CO[C@H]4OCC[C@H]43)C=C2F)F)C=C1)F 2-(4-(6-((4-cyano-2-fluorobenzyl)oxy)pyridin-2-yl)-2,5-difluorobenzyl)-1-((3aS,6aR)-hexahydrofuro[2,3-b]furan-3-yl)-1H-indole-6-carboxylic acid